FC=1C=CC2=C(C(CCO2)NC(=O)NCC=2C=C(C=CC2)NC(=O)C2CCC2)C1 N-[3-({[(6-fluoro-3,4-dihydro-2H-1-benzopyran-4-yl)carbamoyl]amino}methyl)phenyl]cyclobutanecarboxamide